(2-acetoxy-4-chloro-1,3-benzothiazol-7-yl) acetate C(C)(=O)OC1=CC=C(C=2N=C(SC21)OC(C)=O)Cl